C(=O)(OC(C)(C)C)N1[C@@H](C[C@@H](C1)OC)C(=O)OC (2S,4S)-Methyl N-Boc-4-methoxypyrrolidine-2-carboxylate